trihexyl-(tetradecyl)phosphine chloride [Cl-].C(CCCCC)P(CCCCCCCCCCCCCC)(CCCCCC)CCCCCC